N-(2-methoxy-5-methyl-4-((1-methyl-1H-benzo[d]imidazol-5-yl)oxy)phenyl)-6-(methylsulfinyl)pyrimido[5,4-d]pyrimidin-4-amine COC1=C(C=C(C(=C1)OC1=CC2=C(N(C=N2)C)C=C1)C)NC=1C2=C(N=CN1)C=NC(=N2)S(=O)C